C(C)(C)(C)NS(=O)(=O)C1=CC(=CC=C1)C1=CSC2=C1N=C(N=C2)NC2=CC=C(C=C2)CN2CCN(CC2)CC N-tert-butyl-3-(2-(4-((4-ethylpiperazin-1-yl)methyl)phenylamino)thieno[3,2-d]pyrimidin-7-yl)benzenesulfonamide